NC1=C(C(=NN1C1=CC=C(C=C1)C)C1=CC=C(C=C1)CNC(C1=C(C=CC=C1)OC)=O)C#N N-[[4-[5-amino-4-cyano-1-(p-tolyl)pyrazol-3-yl]phenyl]methyl]-2-methoxy-benzamide